C(C)(=O)OC[C@@H]1O[C@@H](CCC1)C1=CC(=C(C2=C1CCO2)Cl)CC2=CC=C(C=C2)C2CC2 (2R,3R,4R,5S,6S)-2-(acetoxymethyl)-6-[7-chloro-6-(4-cyclopropylbenzyl)-2,3-Dihydrobenzofuran-4-yl]tetrahydro-2H-pyran